OC1=C(C(=O)O)C=C(C=C1)N1CCOCC1 2-hydroxy-5-morpholinobenzoic acid